ClC=1C(=NC=NC1CC)O 5-chloro-6-ethylpyrimidin-4-ol